C[Si](C1C(=C(C(=C1C)C)C)C)(C)Cl Dimethyl(2,3,4,5-tetramethyl-2,4-cyclopentadien-1-yl)silyl chloride